((4-fluoro-1-(thiophen-3-ylmethyl)piperidin-4-yl)methyl)-trans-2-phenylcyclopropylamine FC1(CCN(CC1)CC1=CSC=C1)CN[C@H]1[C@@H](C1)C1=CC=CC=C1